O1N(CC1)C(/C=C/C(=O)N)=O (E)-4-(1,2-oxazetidin-2-yl)-4-oxo-but-2-enamide